NC1=C(C(N(N=C1)CC1=NC(=NO1)C[C@H](O)C=1SC=C(C1)Cl)=O)C (S)-5-amino-2-((3-(2-(4-chlorothiophen-2-yl)-2-hydroxyethyl)-1,2,4-oxadiazol-5-yl)methyl)-4-methylpyridazin-3(2H)-one